2-(4-((4-(3-(4-chlorophenyl)-4,5-dihydro-1H-pyrazol-1-yl)phenyl)sulfonyl)piperazin-1-yl)ethanol ClC1=CC=C(C=C1)C1=NN(CC1)C1=CC=C(C=C1)S(=O)(=O)N1CCN(CC1)CCO